[O-2].[Ag+2] Argentic oxide